7-(4-chloro-2-methoxy-phenyl)-5H-thieno[2,3-d]pyridazin-4-one ClC1=CC(=C(C=C1)C1=NNC(C2=C1SC=C2)=O)OC